2,5-diisocyanatometa-xylene diisocyanate [N-]=C=O.[N-]=C=O.N(=C=O)C1=C(C=C(C=C1C)N=C=O)C